ClC=1C=CC=C(C1)F 3-chloro-5-fluorobenzene